C1C(CC2=CC=CC=C12)OCC1=C(C=CC(=C1)NC1(CCOCC1)C(=O)O)C1=CC(=C(C(=C1)OC)C)OC 4-({2-[(2,3-dihydro-1H-inden-2-yloxy)methyl]-3',5'-dimethoxy-4'-methyl-[1,1'-biphenyl]-4-yl}amino)oxane-4-carboxylic acid